[Nb+5].[Mn](=O)(=O)([O-])[O-].[Pb+2] lead manganate niobium